C(C1=CC=CC=C1)(=O)NC=1C=2N=CN([C@H]3[C@H](O[Si](C)(C)C(C)(C)C)[C@H](O)[C@@H](COC(C4=CCC(C=C4)(OC)OC)(C4=CC=CC=C4)C4=CC=CC=C4)O3)C2N=CN1 N6-benzoyl-5'-O-(4,4-dimethoxytrityl)-2'-O-tert-butyldimethylsilyl-adenosine